C1(CC1)S(=O)(=O)NC1=CC(=NC=C1)[C@H](CN1CCNCC1)NC(=O)C=1SC(=CN1)C1=NC(=CN=C1)OCC (S)-N-(1-(4-(cyclopropanesulfonamido)pyridin-2-yl)-2-(piperazin-1-yl)ethyl)-5-(6-ethoxypyrazin-2-yl)thiazole-2-carboxamide